4-[2-(trifluoromethyl)-1,3-thiazol-5-yl]benzaldehyde FC(C=1SC(=CN1)C1=CC=C(C=O)C=C1)(F)F